trans-4-((3-(2-Cyclopropyloxazol-4-yl)phenyl)((trans-4-(5-methoxy-6-methylpyridin-2-yl)cyclohexyl)methyl) carbamoyl)cyclohexyl (2-hydroxyethyl)carbamate OCCNC(O[C@@H]1CC[C@H](CC1)C(N(C[C@@H]1CC[C@H](CC1)C1=NC(=C(C=C1)OC)C)C1=CC(=CC=C1)C=1N=C(OC1)C1CC1)=O)=O